COC(=O)C=1SC(=C(C1F)Cl)Cl 4,5-dichloro-3-fluoro-thiophene-2-carboxylic acid methyl ester